Cl.C(C1=CC=CC=C1)NC1CCC(CC1)(C)C N-benzyl-4,4-dimethylcyclohexan-1-amine hydrochloride salt